CC1(OB(OC1(C)C)/C=C/C1=CC=C(C=O)C=C1)C (E)-4-(2-(4,4,5,5-tetramethyl-1,3,2-dioxaborolan-2-yl)vinyl)benzaldehyde